NC1=NC(=C(C(=N1)OS(=O)(=O)C1=C(C=C(C=C1C)C)C)CC1=C(C=C(CN(CC(=O)OCC)CC)C=C1)OC)C ethyl 2-((4-((2-amino-4-(mesitylsulfonyloxy)-6-methylpyrimidin-5-yl)methyl)-3-methoxybenzyl) (ethyl)amino)acetate